C(C)OC(=O)C=1N=CN(C1N)C1=C(C=CC=C1)Cl 5-amino-1-(o-chlorophenyl)-1H-imidazole-4-carboxylic acid ethyl ester